4-[7-(5-chloro-2-fluorophenyl)-1H,2H,3H-pyrido[3,4-b][1,4]oxazin-1-yl]pyridin-2-amine ClC=1C=CC(=C(C1)C1=CC2=C(OCCN2C2=CC(=NC=C2)N)C=N1)F